ClC1=NC=C(C(=N1)C1=C(C2=C(N(C=NC2=O)C(C)C)S1)C)F 6-(2-chloro-5-fluoropyrimidin-4-yl)-1-isopropyl-5-methylthieno[2,3-d]pyrimidin-4(1H)-one